FC(CCCCCCCCCCCCCCCC[C@@H](COC(C1=CC=CC=C1)(C1=CC=CC=C1)C1=CC=CC=C1)O)(F)F (S)-19,19,19-trifluoro-1-(trityloxy)nonadecan-2-ol